C(C)(=O)C(=CC1=CC=CC=C1)O acetyl-hydroxystyrene